OCC1(COC1)NC(=O)C=1C2=C(N(N1)C1=CSC=C1)C=1C=C(C(=CC1OC2)OC)S(=O)(=O)C(C)C 7-methoxy-8-(propane-2-sulfonyl)-1-thiophen-3-yl-1,4-dihydro-chromeno[4,3-c]pyrazole-3-carboxylic acid (3-hydroxymethyl-oxetan-3-yl)-amide